N(=[N+]=[N-])[C@H]1[C@H](N(CC1)C1=NC(=CC(=C1C#N)C(F)(F)F)C)C(=O)N(C)C1=C(C=C(C(=C1)Cl)F)F (2S,3R)-3-azido-N-(5-chloro-2,4-difluoro-phenyl)-1-[3-cyano-6-methyl-4-(trifluoromethyl)-2-pyridyl]-N-methyl-pyrrolidine-2-carboxamide